1-(1-(1-(cyclopropane-carbonyl)piperidin-4-yl)-7-(4-(trifluoromethyl)-phenoxy)-3,4-dihydroisoquinolin-2(1H)-yl)-3-(methylsulfonyl)propan-1-one C1(CC1)C(=O)N1CCC(CC1)C1N(CCC2=CC=C(C=C12)OC1=CC=C(C=C1)C(F)(F)F)C(CCS(=O)(=O)C)=O